ClC1=NC(=C(C(=N1)NC1C(C2CCC1CC2)C(=O)OC)F)C#CC2=CC=CC=C2 (+/-)-trans-methyl 3-((2-chloro-5-fluoro-6-(phenylethynyl)pyrimidin-4-yl)amino)bicyclo[2.2.2]octane-2-carboxylate